CC1=CC(=C(N1)C1=NC=CC=C1OC(F)(F)F)C(=O)OC methyl 5-methyl-2-(3-(trifluoromethoxy) pyridin-2-yl)-1H-pyrrole-3-carboxylate